C1(=CC=C(C=C1)C#CC(=O)O)C 3-p-Tolyl-propynoic acid